5-(1,5-dimethyl-1H-pyrazol-4-yl)-2-(7-(2,2,6,6-tetramethyl-1,2,3,6-tetrahydropyridin-4-yl)imidazo[1,2-a]pyrimidin-2-yl)pyridin-3-ol CN1N=CC(=C1C)C=1C=C(C(=NC1)C=1N=C2N(C=CC(=N2)C=2CC(NC(C2)(C)C)(C)C)C1)O